N-((2-(4-fluoro-6-(4,7-diazaspiro[2.5]octan-7-yl)pyridin-2-yl)-1,6-naphthyridin-7-yl)methyl)-3-((3-hydroxyazetidin-1-yl)sulfonyl)-4-methylbenzamide FC1=CC(=NC(=C1)N1CCNC2(CC2)C1)C1=NC2=CC(=NC=C2C=C1)CNC(C1=CC(=C(C=C1)C)S(=O)(=O)N1CC(C1)O)=O